CC1OC(CN(C1)C1=CC=C(C=C1)NC1=CC=C2C(N(N(C2=C1)C(=O)OC(C)(C)C)C)=O)C tert-butyl 6-((4-(2,6-dimethylmorpholino) phenyl) amino)-2-methyl-3-oxo-2,3-dihydro-1H-indazole-1-carboxylate